(1R,2S)-8-Chloro-2-hydroxy-1,2,3,4-tetrahydronaphthalin-1-yl-carbamat ClC=1C=CC=C2CC[C@@H]([C@@H](C12)NC([O-])=O)O